N1=C(C=NC=C1)C=1C(=C(C=CC1)S)Cl 3-(pyrazine-2-yl)-2-chloro-benzenethiol